COC1=CC(=C(C=C1NC1=NC=NC(=C1)N1OCC[C@@H]1C1=CC(=CC=C1)OC1=CC=CC=C1)NC(C=C)=O)N(CCNC)C (R)-N-(4-meth-oxy-2-(methyl(2-(methylamino)eth-yl)amino)-5-((6-(3-(3-phenoxy-phenyl)isoxazolidin-2-yl)pyrimidin-4-yl)amino)-phenyl)acrylamide